tin (II) hydrogen carbonate C(O)([O-])=O.[Sn+2].C(O)([O-])=O